C(C)OC(=O)C1=NOC(C1)(C1=CC=CC=C1)C1=CC=CC=C1.CC1(CC1)C(=O)N1[C@@H](CCC1)C(=O)N[C@H](C#C)CC(=O)N (2S)-1-(1-methylcyclopropanecarbonyl)-N-[(1S)-1-(2-amino-2-oxo-ethyl)prop-2-ynyl]pyrrolidine-2-carboxamide ethyl-5,5-diphenyl-2-isoxazoline-3-carboxylate